Cl.Cl.C[C@@H]1CN(CCN1)S(=O)(=O)C1=CC(=CC=C1)S(=O)(=O)N1C[C@H](NCC1)C 1,3-bis(((R)-3-methylpiperazin-1-yl)sulfonyl)benzene dihydrochloride